2-amino-5-(4-(2-ethyl-1-methyl-6-(trifluoromethyl)-1H-benzo[d]imidazol-5-yl)indoline-1-carbonyl)benzonitrile NC1=C(C#N)C=C(C=C1)C(=O)N1CCC2=C(C=CC=C12)C1=CC2=C(N(C(=N2)CC)C)C=C1C(F)(F)F